NC1=NC2=CC(=CC=C2C=C1C)C[C@@H]1CC[C@]2([C@@H]1O[C@H]([C@@H]2O)N2C=CC1=C2N=CN=C1N)O (2R,3R,3aS,6S,6aR)-6-((2-amino-3-methylquinolin-7-yl)methyl)-2-(4-amino-7H-pyrrolo[2,3-d]pyrimidin-7-yl)hexahydro-3aH-cyclopenta[b]furan-3,3a-diol